6-cyano-(3S,5R)-dihydroxyhexanoate C(#N)CCCCC(C(=O)[O-])(O)O